BrC=1C(=NC(=NC1)N[C@H]1C(C=C(C(=C1)OC)N1C(CCC1)CN(C)C)=C)NC1=C(C=CC(=C1)F)C(C)(C)O (R)-2-(2-((5-Bromo-2-((4-(2-((dimethylamino)methyl)pyrrolidin-1-yl)-5-methoxy-2-methyl-ylphenyl)amino)pyrimidin-4-yl)amino)-4-fluorophenyl)propan-2-ol